4-(3-cyclopropyl-3-hydroxy-but-1-ynyl)-2,6-dimethyl-3-(5-tetrahydrofuran-3-yl-1,3,4-oxadiazol-2-yl)-1H-pyrrolo[2,3-c]pyridin-7-one C1(CC1)C(C#CC=1C2=C(C(N(C1)C)=O)NC(=C2C=2OC(=NN2)C2COCC2)C)(C)O